5-{4-[4-(3,5-dimethylpyridin-2-yl)piperazine-1-carbonyl]-2-methoxy-5-methylphenyl}-5-isopropylimidazolidine-2,4-dione CC=1C(=NC=C(C1)C)N1CCN(CC1)C(=O)C1=CC(=C(C=C1C)C1(C(NC(N1)=O)=O)C(C)C)OC